2-[2-(2-amino-1-cyclopropyl-1-hydroxyethyl)-5-fluoro-6-(4-fluorophenyl)-3-methylpyridin-4-yl]Propan-2-ol NCC(O)(C1CC1)C1=NC(=C(C(=C1C)C(C)(C)O)F)C1=CC=C(C=C1)F